COC1=C(C=CC(=C1)C1=CN=C2N1N=C(C=C2)C2=C(C=CC=C2)OC)O 2-methoxy-4-[6-(2-methoxyphenyl)imidazo[1,2-b]pyridazin-3-yl]phenol